1-chloro-4-(2-methoxy-4-(trifluoromethyl)phenyl)pyrrolo[1,2-d][1,2,4]triazine ClC=1C=2N(C(=NN1)C1=C(C=C(C=C1)C(F)(F)F)OC)C=CC2